C([C@H]([C@H](C(=O)COP(=O)(O)O)O)O)OP(=O)(O)O The molecule is a ribulose phosphate that is D-ribulose attached to phosphate groups at positions 1 and 5. It is an intermediate in photosynthesis. It has a role as an Escherichia coli metabolite and a plant metabolite. It derives from a D-ribulose. It is a conjugate acid of a D-ribulose 1,5-bisphosphate(4-).